2-Amino-1-(2-naphthyl)-1-Ethanol NCC(O)C1=CC2=CC=CC=C2C=C1